C(C)(=O)N1[C@H]([C@@H]([C@H](C2=CC(=CC=C12)C(=O)N)NC1=CC=C(C=C1)C#N)C)C1CC1 (2S,3R,4R)-1-acetyl-4-((4-cyanophenyl)amino)-2-cyclopropyl-3-methyl-1,2,3,4-tetrahydroquinoline-6-carboxamide